CO[Lu]OC dimethoxylutetium